ClC1=CC2=C(C=N1)C=C(N2)C2=CC(=NC=C2)C 6-chloro-2-(2-methyl-4-pyridyl)-1H-pyrrolo[3,2-c]pyridine